FC1CC(C1)N(C(OC(C)(C)C)=O)[C@@H]1CN(CC1)C1=NC2=CC=C(N=C2C=C1)[Sn](C)(C)C tert-butyl N-[(1r,3r)-3-fluorocyclobutyl]-N-[(3S)-1-[6-(trimethylstannyl)-1,5-naphthyridin-2-yl]pyrrolidin-3-yl]carbamate